5-[(1S,4S,5R)-5-{[4-cyclopropyl-1-(2,6-dichlorophenyl)-1H-pyrazol-5-yl]methoxy}-2-azabicyclo[2.2.1]heptan-2-yl]pyrimidine-2-carboxylic acid C1(CC1)C=1C=NN(C1CO[C@H]1[C@@H]2CN([C@H](C1)C2)C=2C=NC(=NC2)C(=O)O)C2=C(C=CC=C2Cl)Cl